BrC=1C=C(N(C1)CCC(=O)OC)C(=O)OC methyl 4-bromo-1-(3-methoxy-3-oxopropyl)-1H-pyrrole-2-carboxylate